N1=C(C=C(C=C1)CC(=O)[O-])CC(=O)[O-].[Li+].[Li+] lithium 2,4-pyridinediacetate